OC[C@@H](C1=CC=C(C=C1)C1=C(N=CS1)C)NC(OC(C)(C)C)=O tertbutyl (R)-(2-hydroxy-1-(4-(4-methylthiazol-5-yl)phenyl)ethyl)carbamate